FC(C1=CC2=C(NC(=N2)N2N=CC=C2)C=C1)(F)F 1-(5-Trifluoromethyl-1H-benzoimidazol-2-yl)-1H-pyrazole